ClC1=NC(=CC(=N1)N1CC2(C(C2C1)CO)C=1N(C=CC1)C)C(F)(F)F (3-(2-chloro-6-(trifluoromethyl)pyrimidin-4-yl)-1-(1-methyl-1H-pyrrol-2-yl)-3-azabicyclo[3.1.0]hex-6-yl)methanol